1-Myristoyl-sn-glycero-3-phosphorylcholine C(CCCCCCCCCCCCC)(=O)OC[C@@H](O)COP(=O)(O)OCC[N+](C)(C)C